ClC1=CC(=C(C=C1)N(S(=O)(=O)C=1C=CC2=C(C(=C(O2)C(=O)O)C)C1)CC)CN(C(=O)N1CCCCC1)CC=1OC=CC1 5-(N-(4-chloro-2-((N-(furan-2-ylmethyl)piperidin-1-carboxamido)methyl)phenyl)-N-ethylsulfamoyl)-3-Methylbenzofuran-2-carboxylic acid